1,3-diphenyltetramethyl-disiloxane C1(=CC=CC=C1)[Si](O[Si](C1=CC=CC=C1)(C)C)(C)C